C(C1CO1)(=O)OC1=C(C=CC=C1)CC ethylphenyl glycidate